C1(CC1)CC1=CC=C(CN2N=C(C(=C2)C(=O)NCC2=NC=CC(=C2F)OC)COC)C=C1 (4-(cyclopropylmethyl)benzyl)-N-((3-fluoro-4-methoxypyridin-2-yl)methyl)-3-(methoxymethyl)-1H-pyrazole-4-carboxamide